chlorochlorobenzene ClC1=C(C=CC=C1)Cl